[N+]=1(C(=CC=CC1)C(=O)O)[O-] picolinic acid-N-oxide